3-[5-CHLORO-4-FORMYL-3-(PROPAN-2-YL)-1H-PYRAZOL-1-YL]BENZONITRILE ClC1=C(C(=NN1C=1C=C(C#N)C=CC1)C(C)C)C=O